[C@@H]1(C[C@H](OP(=O)(O)OC[C@@H]2[C@H](C[C@@H](O2)N2C=NC=3C(=O)NC(N)=NC23)O)[C@@H](CO)O1)N1C(=O)N=C(N)N=C1 deoxy-5'-O-[(2'-deoxy-5-azacytidin-3'-O-yl)(hydroxy)phosphoryl]guanosine